CN(N(C(=O)C1=CC2=C(N(C(=N2)NC=2SC3=C(N2)C=CC(=C3)OC(F)(F)F)C)C=C1)C)C 1-Methyl-2-(6-trifluoromethoxy-benzothiazol-2-ylamino)-1H-benzoimidazole-5-carboxylic acid trimethylhydrazide